((3-fluorophenyl)amino)-3-((7-methoxy-2-methyl-1,2,3,4-tetrahydroisoquinolin-6-yl)amino)-1,2,4-triazine-6-carboxamide FC=1C=C(C=CC1)NC=1N=C(N=NC1C(=O)N)NC=1C=C2CCN(CC2=CC1OC)C